racemic-1-[3-(ethylsulfonimidoyl)-4-[3-methyl-6-(trifluoromethyl)imidazo[4,5-b]pyridin-2-yl]phenyl]cyclopropanecarbonitrile C(C)[S@](=O)(=N)C=1C=C(C=CC1C1=NC=2C(=NC=C(C2)C(F)(F)F)N1C)C1(CC1)C#N |r|